C(C=C)OC(CC1=CC=C(C=C1)C1=CC=C(C=C1)CC(=O)OCC=C)=O diallyl-[1,1'-biphenyl]-4,4'-diacetate